(2S)-2-(6-{5-chloro-2-[(2-methyl-2H-1,2,3-triazol-4-yl)amino]pyrimidin-4-yl}-1-oxo-2,3-dihydro-1H-isoindol-2-yl)-N-[(1S)-2-hydroxy-1-(3-methylphenyl)ethyl]propanamide ClC=1C(=NC(=NC1)NC1=NN(N=C1)C)C1=CC=C2CN(C(C2=C1)=O)[C@H](C(=O)N[C@H](CO)C1=CC(=CC=C1)C)C